N[C@@H]1C[C@@](OCC1)(C)C(=O)N1[C@H](C2=CC=CC=C2CC1)C1=CC=C(C=C1)F ((2S,4S)-4-amino-2-methyltetrahydro-2H-pyran-2-yl)((S)-1-(4-fluorophenyl)-3,4-dihydroisoquinolin-2(1H)-yl)methanone